1-cyanoazole C(#N)N1C=CC=C1